(1S,3S)-3-((6-(5-(((4,6-diethoxy-pyrimidin-2-yl)amino)methyl)-1-methyl-1H-1,2,3-triazol-4-yl)-2-methylpyridin-3-yl)oxy)cyclohexane-1-carboxylic acid C(C)OC1=NC(=NC(=C1)OCC)NCC1=C(N=NN1C)C1=CC=C(C(=N1)C)O[C@@H]1C[C@H](CCC1)C(=O)O